CN1CCC(CC1)C(=O)OCC(CCCCCCCCCC)CCCCCCCCC(OCCC(CCCCC)CCCCC)=O 2-{9-oxo-9-[(3-pentyloctyl)oxy]nonyl}dodecyl 1-methylpiperidine-4-carboxylate